Br.[N+](=O)([O-])C1=CC=C(CN[C@@H](CC(N)=O)C(=O)O)C=C1 4-nitrobenzyl-L-asparaginate hydrobromide